4-(aminomethyl)-2,6-difluoroaniline NCC1=CC(=C(N)C(=C1)F)F